N-diphenylphosphinopyrrolidone C1(=CC=CC=C1)P(N1C(CCC1)=O)C1=CC=CC=C1